2,N-dicyclopentyl-2-[2-(3,4-dichloro-phenyl)-6-methoxy-benzimidazol-1-yl]-acetamide C1(CCCC1)C(C(=O)NC1CCCC1)N1C(=NC2=C1C=C(C=C2)OC)C2=CC(=C(C=C2)Cl)Cl